(1'R,2'R)-5'-methyl-2'-(prop-1-en-2-yl-d5)-1',2',3',4'-tetrahydro-[1,1'-biphenyl]-2,4,6-triol CC=1CC[C@H]([C@@H](C1)C=1C(=CC(=CC1O)O)O)C(=C([2H])[2H])C([2H])([2H])[2H]